NC\C=C(\CN1C=NC2=C1C=C(C=C2C2=C(C=CC(=C2)S(NC)(=O)=O)OC)C(=O)OC)/F methyl (Z)-1-(4-amino-2-fluorobut-2-en-1-yl)-4-(2-methoxy-5-(N-methylsulfamoyl)phenyl)-1H-benzo[d]imidazol-6-carboxylate